NCCN(CCN1C(C=CC1=O)=O)C 1-(2-((2-aminoethyl)(methyl)amino)ethyl)-1H-pyrrole-2,5-dione